1-((tert-butyldimethylsilyl)oxy)undecan-4-ol [Si](C)(C)(C(C)(C)C)OCCCC(CCCCCCC)O